CC(COCCC)OCC(C)O 1-(1-methyl-2-propoxyethoxy)-2-propanol